N-[(4-methoxyphenyl)methyl]-6-methyl-4-[(1-methylcyclopropyl)amino]-N-(prop-2-en-1-yl)furo[2,3-d]pyrimidine-5-carboxamide COC1=CC=C(C=C1)CN(C(=O)C1=C(OC=2N=CN=C(C21)NC2(CC2)C)C)CC=C